N-Cyclohexyl-3-(1H-indazol-5-yl)-5-(trifluoromethyl)imidazo[4,5-b]pyridin C1(CCCCC1)N1CN(C2=NC(=CC=C21)C(F)(F)F)C=2C=C1C=NNC1=CC2